N(=[N+]=[N-])C1=C(C=CC=C1)C(C#C)(O)C1=CC=CC=C1 (2-azidophenyl)-1-phenylpropan-2-yn-1-ol